BrC1=CC(=C(S1)C(N)=O)NC(=O)[C@H]1N(CCCC1)C(=O)OC(C)(C)C tert-butyl (2S)-2-[(5-bromo-2-carbamoylthiophen-3-yl)carbamoyl]piperidine-1-carboxylate